α-cyano-4-hydroxystyrene C(#N)C(=C)C1=CC=C(C=C1)O